(2R,3S,4S,5S)-4-[[3-[6-(difluoromethyl)-2-methoxy-3-pyridinyl]-4,5-dimethyl-5-(trifluoromethyl)tetrahydrofuran-2-carbonyl]amino]pyridine-2-carboxamide FC(C1=CC=C(C(=N1)OC)[C@H]1[C@@H](O[C@@]([C@H]1C)(C(F)(F)F)C)C(=O)NC1=CC(=NC=C1)C(=O)N)F